2,4-bis([1,1'-biphenyl]-4-yl)-6-(4-bromophenyl)-1,3,5-triazine C1(=CC=C(C=C1)C1=NC(=NC(=N1)C1=CC=C(C=C1)C1=CC=CC=C1)C1=CC=C(C=C1)Br)C1=CC=CC=C1